isopropyl 3-(((((1R,2S,5R)-2-carbamoyl-7-oxo-1,6-diazabicyclo[3.2.1]octan-6-yl)oxy)sulfonyl)oxy)-2,2-dimethylpropanoate C(N)(=O)[C@H]1N2C(N([C@H](CC1)C2)OS(=O)(=O)OCC(C(=O)OC(C)C)(C)C)=O